O=C1N(C(CC2=CC=CC=C12)=O)CCC(=O)O 3-(1,3-dioxo-3,4-dihydroisoquinolin-2(1H)-yl)propanoic acid